3-[6-(2-cyclopropylethyl)-2-methyl-7-oxo-1H-pyrrolo[2,3-c]pyridin-4-yl]-4-methoxy-N,N-dimethylbenzamide C1(CC1)CCN1C(C2=C(C(=C1)C=1C=C(C(=O)N(C)C)C=CC1OC)C=C(N2)C)=O